CC=1N=C2C(=NC(=NC2=NC1C)N1CC(OCC1)C1=CC(=NC=C1)OC)C=1C=NC(=CC1)C(F)(F)F 4-(6,7-dimethyl-4-(6-(trifluoromethyl)pyridin-3-yl)pteridin-2-yl)-2-(2-methoxypyridin-4-yl)morpholine